(R)-4-((3-aminopiperidin-1-yl)methyl)-N-(4-(4-morpholino-1H-pyrrolo[3,2-c]pyridin-2-yl)phenyl)picolinamide N[C@H]1CN(CCC1)CC1=CC(=NC=C1)C(=O)NC1=CC=C(C=C1)C1=CC=2C(=NC=CC2N1)N1CCOCC1